C(C)C(CC1=NC(=NC(=N1)N)N)C1=NC(=NC(=N1)N)N 6,6'-(1-ethyl-1,2-ethanediyl)bis-1,3,5-triazine-2,4-diamine